N-(5-(2'-chloro-4'-(trifluoromethyl)-[1,1'-biphenyl]-4-carboxamido)-2-hydroxyphenyl)furan-2-carboxamide ClC1=C(C=CC(=C1)C(F)(F)F)C1=CC=C(C=C1)C(=O)NC=1C=CC(=C(C1)NC(=O)C=1OC=CC1)O